CC(CCCC(=O)[O-])CCCC(=C)C 3,7-dimethyl-7-octenylacetate